tert-butyl (2S)-2-({(4-(aminomethyl)pyridin-3-yl)oxy}methyl)pyrrolidine-1-carboxylate NCC1=C(C=NC=C1)OC[C@H]1N(CCC1)C(=O)OC(C)(C)C